C(C(C)C)OC(C=CC=CC=CC=CC=CCCCCCCCCC)=O eicosapentaenoic acid isobutyl ester